e-1-dodecyl-3-methylimidazolium chloride [Cl-].C(CCCCCCCCCCC)N1C=[N+](C=C1)C